FC(C=1C=C(C=CC1)C=1C=C2CC(C(C2=CC1)NC(O[C@@H]1CN2CCC1CC2)=O)(C)C)F (S)-quinuclidin-3-yl (5-(3-(difluoromethyl)phenyl)-2,2-dimethyl-2,3-dihydro-1H-inden-1-yl)carbamate